C(C)(C)(C)OC(CN1C2=C(C(C3=CC=CC=C13)=C=O)C1=CC3=C(C(N1C2)=C=O)COC([C@]3(O)CC)=C=O)=O (S)-2-(4-ethyl-4-hydroxy-3,6,14-tricarbonyl-4,6,12,14-tetrahydro-1H-pyrano[3',4':6,7]indolizino[2,1-b]quinolin-11(3H)-yl)acetic acid tert-butyl ester